C(C1=CC=CC=C1)NC(N(C1=NC=C(C=C1)C=1C=NN(C1)C)[C@@H]1CC[C@H](CC1)NC1=NC=C(C(=N1)C=1C=NN(C1)C(F)F)C#N)=O 3-benzyl-1-(trans-4-((5-cyano-4-(1-(difluoromethyl)-1H-pyrazol-4-yl)pyrimidin-2-yl)amino)cyclohexyl)-1-(5-(1-methyl-1H-pyrazol-4-yl)pyridin-2-yl)urea